[Na+].[N+](=N)([O-])[O-].[N+](=N)([O-])[O-].[N+](=N)([O-])[O-].[Na+].[Na+] trisdiazeniumdiolate, sodium salt